1,3,5-tris(2-hydroxypropyl)hexahydro-S-triazine OC(CN1CN(CN(C1)CC(C)O)CC(C)O)C